C(CCCCCCCCCCCCCCC)(=O)N[C@@H](CCCN)C(=O)O Nα-palmitoyl-ornithine